FC1(C(CC1)C(=O)OCCC1=CC=CC=C1)F phenethyl 2,2-difluorocyclobutane-1-carboxylate